C(COCCOCCOCCOCCOCCCCCCCCCCCCC)O 3,6,9,12,15-pentaoxaoctacosan-1-ol